C(C)(C)(C)OC(=O)N[C@@H](C(=O)OCC1=CC=CC=C1)CNC(=O)OCC[Si](C)(C)C (R)-benzyl 2-((tert-butoxycarbonyl)amino)-3-(((2-(trimethylsilyl) ethoxy)carbonyl)amino)propanoate